C(C1=CC=CC=C1)N1CCC(CC1)C1(OCCO1)CO[Si](C)(C)C(C)(C)C benzyl-4-(2-(((tert-butyldimethylsilyl)oxy)methyl)-1,3-dioxolan-2-yl)piperidine